ethyl 4-(3-hydroxy-3-methyl-4-phenoxy-but-1-ynyl)-2,6-dimethyl-7-oxo-1H-pyrrolo[2,3-c]pyridine-3-carboxylate OC(C#CC=1C2=C(C(N(C1)C)=O)NC(=C2C(=O)OCC)C)(COC2=CC=CC=C2)C